ethyl 2-(2-((2-(benzylcarbamoyl)-7-(3-(((tert-butoxycarbonyl)amino)methyl)phenyl)benzofuran-5-yl)methoxy)phenyl)acetate C(C1=CC=CC=C1)NC(=O)C=1OC2=C(C1)C=C(C=C2C2=CC(=CC=C2)CNC(=O)OC(C)(C)C)COC2=C(C=CC=C2)CC(=O)OCC